ClC=1C=C(C=CC1)S(=O)(=O)NCC=1N=NN(C1)CC1=CC=C(C=C1)NC(C(CC(C)C)C(NO)=O)=O N-[4-[[4-[[(3-Chlorophenyl)sulfonylamino]methyl]triazol-1-yl]methyl]phenyl]-2-(hydroxycarbamoyl)-4-methyl-pentanamide